NC1=NC=C(C(=N1)C(F)F)C1=NC(=NC(=N1)N1CCOCC1)N1CCN(CC1)C(CN(C(=O)C1CCN(CC1)C(CC)=O)C)=O N-(2-(4-(4-(2-amino-4-(difluoromethyl)pyrimidin-5-yl)-6-morpholino-1,3,5-triazin-2-yl)piperazin-1-yl)-2-oxoethyl)-N-methyl-1-propionylpiperidine-4-carboxamide